2-((4-(dimethylphosphoryl)-2-methoxyphenyl)amino)-4-(isobutylamino)-7H-pyrrolo[2,3-d]pyrimidine-5-carbonitrile CP(=O)(C)C1=CC(=C(C=C1)NC=1N=C(C2=C(N1)NC=C2C#N)NCC(C)C)OC